C(C)OC=1C=CC=C2C(=NC=NC12)N1CCC(CC1)C[SH2](=O)C=N {[1-(8-ethoxyquinazolin-4-yl)piperidin-4-yl]methyl}(imino)methyl-λ6-sulfanone